FC(C(=O)O)(F)F.NCC=1C(=C(C(=CC1)C(F)(F)F)C1=NC(=CC(N1)=O)C(F)(F)F)F 2-[3-(aminomethyl)-2-fluoro-6-(trifluoromethyl)phenyl]-6-(trifluoromethyl)pyrimidin-4(3H)-one 2,2,2-trifluoroacetate